2-oxo-5-phenyl-1,4-benzodiazepine-4-oxide O=C1N=C2C(=C([N+](=C1)[O-])C1=CC=CC=C1)C=CC=C2